CC1=NN(C=C1C(=O)OCCOC1=CC(=NC2=CC=C(C=C12)N)N1C=NC=C1)C1=NC=CC(=C1)CC1=CC(=CC(=C1)C(F)(F)F)F 2-((6-Amino-2-(1H-imidazol-1-yl)quinolin-4-yl)oxy)ethan-1-ol methyl-1-(4-(3-fluoro-5-(trifluoromethyl)benzyl)pyridin-2-yl)-1H-pyrazole-4-carboxylate